(2-amino-5-bromobenzoyl)glycine benzyl ester C(C1=CC=CC=C1)OC(CNC(C1=C(C=CC(=C1)Br)N)=O)=O